2-methylpropan-2-yl (1S,5R)-2-fluoro-1,5-dimethyl-3-[(trimethylsilyl) oxy]-8-azabicyclo[3.2.1]oct-2-ene-8-carboxylate FC=1[C@@]2(CC[C@](CC1O[Si](C)(C)C)(N2C(=O)OC(C)(C)C)C)C